C(CCCC)N(CCCCC)CC(=O)OCCC propyl N,N-dipentylaminoacetate